Methyl-5-(bromomethyl)isoxazole-3-carboxylic acid ethyl ester C(C)OC(=O)C1=NOC(=C1C)CBr